(11R)-6-(2,6-Dimethylcyclohex-1-en-1-yl)-11-(2-methylpropyl)-9-oxa-2λ6-thia-3,5,12,19-tetraazatricyclo[12.3.1.14,8]nonadeca-1(17),4,6,8(19),14(18),15-hexaene-2,2,13-trione CC1=C(C(CCC1)C)C=1N=C2NS(C3=CC=CC(C(N[C@@H](COC(C1)=N2)CC(C)C)=O)=C3)(=O)=O